N-isobutyl-1,2,4-triazine-3-carboxamide C(C(C)C)NC(=O)C=1N=NC=CN1